C(C)(C)(C)OC(=O)C1CCN(CC1)C1=C2C=CN(C2=CC=C1)[C@@H]1C(NC(CC1)=O)=O 1-[1-[(3S)-2,6-dioxo-3-piperidinyl]indol-4-yl]piperidine-4-carboxylic acid tert-butyl ester